5-(4-pyridinyl)thio-3-(1,2,3,4,5,8-hexahydroindolizin-7-yl)-1H-indole N1=CC=C(C=C1)SC=1C=C2C(=CNC2=CC1)C1=CCN2CCCC2C1